1,3,4-trimethylcyclopentene CC1=CC(C(C1)C)C